FC(C=1N=C2N(C(=CC=C2)NC2CCC(CC2)NC(=O)C=2C=3C=CNC3C=CC2)C1)(F)F N-[(1s,4s)-4-{[2-(trifluoromethyl)imidazo[1,2-a]pyridin-5-yl]amino}cyclohexyl]-1H-indole-4-carboxamide